2-benzylamino-2-(2-chlorophenyl)acetonitrile C(C1=CC=CC=C1)NC(C#N)C1=C(C=CC=C1)Cl